C1(=CC=CC=C1)CC=NN β-phenylethylidenehydrazine